1-(azetidin-3-yl)-N,N-dimethyl-methylamine N1CC(C1)CN(C)C